ClC1=CC=C(C=C1)N1N=C2C(=NN=C(C2=C1C)C)N1CC(CCC1)C(=O)NCCN1CCOCC1 1-(2-(4-chlorophenyl)-3,4-dimethyl-2H-pyrazolo[3,4-d]pyridazin-7-yl)-N-(2-morpholinoethyl)piperidine-3-carboxamide